2-((4-(trifluoromethyl)pyrimidin-2-yl)oxy)ethan-1-one FC(C1=NC(=NC=C1)OCC=O)(F)F